(4s)-5-tert-butoxy-4-[(18-tert-butoxy-18-oxooctadecanoyl)amino]-5-oxopentanoic acid Sodium bicarbonate C([O-])(O)=O.[Na+].C(C)(C)(C)OC([C@H](CCC(=O)O)NC(CCCCCCCCCCCCCCCCC(=O)OC(C)(C)C)=O)=O